FC1=C2C(=NN(C2=CC(=C1)C(C)(C)O)C)NC=1C=NN(C1OC)C 2-{4-fluoro-3-[(5-methoxy-1-methyl-1H-pyrazol-4-yl)amino]-1-methyl-1H-indazol-6-yl}propan-2-ol